3-[5-(5-bromo-3-chloro-2-pyridinyl)-2-chloro-4-fluoro-phenyl]-5-methyl-4H-isoxazole-5-carboxylic acid ethyl ester C(C)OC(=O)C1(CC(=NO1)C1=C(C=C(C(=C1)C1=NC=C(C=C1Cl)Br)F)Cl)C